COC=1C=C(C=C(C1C(=O)OC)OC)B(O)O (3,5-dimethoxy-4-methoxycarbonyl-phenyl)boronic acid